F[C@@H]1[C@H]2CC[C@@H](C[C@@H]1NC(OC(C)(C)C)=O)N2C2=C(N=C1C(=N2)N(N=C1I)COCC[Si](C)(C)C)CO tert-butyl N-[(1R,2S,3S,5S)-2-fluoro-8-[5-(hydroxymethyl)-3-iodo-1-{[2-(trimethylsilyl) ethoxy]methyl}-1H-pyrazolo[3,4-b]pyrazin-6-yl]-8-azabicyclo[3.2.1]octan-3-yl]carbamate